(6aR,8S)-6a-ethyl-2-(3-fluoro-2-methoxyphenyl)-5,6,6a,7,8,9-hexahydropyrrolo[1',2':4,5]pyrazino[2,3-c]pyridazin-8-ol C(C)[C@]12N(C=3C(=NN=C(C3)C3=C(C(=CC=C3)F)OC)NC1)C[C@H](C2)O